FCS(=O)(=O)C=1C=C(OC[C@H](CNC2COC3(C2)CCN(CC3)S(=O)(=O)C3=CC2=CC=CC=C2C=C3)O)C=CC1 (2S)-1-(3-(fluoromethylsulfonyl)phenoxy)-3-(8-(naphthalen-2-ylsulfonyl)-1-oxa-8-azaspiro[4.5]decan-3-ylamino)propan-2-ol